C(C1=CC=CC=C1)C1CCN(CC1)CCNS(=O)(=O)C1=CC=C(C=C1)F N-(2-(4-benzylpiperidin-1-yl)ethyl)-4-fluorobenzenesulfonamide